C1(C=CC=C1)[Ti](C1=C(C(=CC=C1F)N(CC)C(C(C)C)=O)F)(C1=C(C(=CC=C1F)N(CC)C(C(C)C)=O)F)C1C=CC=C1 bis(cyclopentadienyl)bis[2,6-difluoro-3-(N-ethylisobutyrylamino)phenyl]titanium